OB1OCC2=C1C=C(C=C2)C(=O)N(CC(=O)O)CCCCNC(=O)C=2C=CC1=C(B(OC1)O)C2 N-(1-hydroxy-1,3-dihydrobenzo[c][1,2]oxaborole-6-carbonyl)-N-(4-(1-hydroxy-1,3-dihydrobenzo[c][1,2]oxaborole-6-carboxamido)butyl)glycine